1-(1-acetyl-2-methylpiperidine-3-carbonyl)-4-fluoro-N-{phenyl-[4-(prop-2-yl)phenyl]methyl}pyrrolidine-2-carboxamide C(C)(=O)N1C(C(CCC1)C(=O)N1C(CC(C1)F)C(=O)NC(C1=CC=C(C=C1)C(C)C)C1=CC=CC=C1)C